5-[2-(benzyloxy)ethyl]-1,3-dioxan-2-one C(C1=CC=CC=C1)OCCC1COC(OC1)=O